N-(3-nitro-6-(2,2,3,3-tetrafluoropropoxy)pyridin-2-yl)ethanesulfonamide [N+](=O)([O-])C=1C(=NC(=CC1)OCC(C(F)F)(F)F)NS(=O)(=O)CC